C(#N)C=1C=C2COC3(CCN(CC3)C(=O)C=3C=CC(=C(C3)NC(C3=CN=C(C=C3)N3CCN(CC3)C)=O)C)C2=CC1 N-(5-(5-cyano-3H-spiro[isobenzofuran-1,4'-piperidin]-1'-ylcarbonyl)-2-methylphenyl)-6-(4-methylpiperazin-1-yl)nicotinamide